C(#N)[NH+]=C(OOCC)N 1-cyano-2-ethoxy-Uronium